ClC1=C(C=CC(=C1)OCC=1C(=NOC1C1CC1)C1=C(C=CC=C1Cl)Cl)C1(CC(C1)C1=CC=C(C=C1)S(=O)O)O 4-(3-(2-chloro-4-((5-cyclopropyl-3-(2,6-dichlorophenyl)isoxazol-4-yl)methoxy)phenyl)-3-hydroxycyclobutyl)benzenesulfinic acid